N-(5-(5-(difluoromethyl)-1,3,4-oxadiazol-2-yl)pyrimidin-2-yl)-N-methyl-4-phenyl-1H-benzo[d]imidazol-6-amine FC(C1=NN=C(O1)C=1C=NC(=NC1)N(C=1C=C(C2=C(NC=N2)C1)C1=CC=CC=C1)C)F